resorcinol diethoxide [O-]CC.[O-]CC.C1(O)=CC(O)=CC=C1